(3-acetyl-5-(2-oxopyrrolidin-1-yl)-1H-indol-1-yl)acetic acid tert-butyl ester C(C)(C)(C)OC(CN1C=C(C2=CC(=CC=C12)N1C(CCC1)=O)C(C)=O)=O